O=C(CN1CCC(CC1)NC1=C2C=CC=NC2=C(C=C1)C(=O)NC=1C=NC=CC1)N1[C@@H](C[C@@H](C1)F)C#N 5-[[1-[2-oxo-2-[(2S,4S)-2-cyano-4-fluoro-pyrrolidin-1-yl]ethyl]-4-piperidyl]amino]-N-(3-pyridyl)quinoline-8-carboxamide